amino(dimethyl)chlorosilane N[Si](Cl)(C)C